4-(methoxymethyl)-4-methyl-2-(p-tolyl)-4H-benzo[d][1,3]oxazine COCC1(C2=C(N=C(O1)C1=CC=C(C=C1)C)C=CC=C2)C